OC(=O)C(F)(F)F.NC1=C(C=CC=C1)NC(C1=CC=C(C=C1)CCC(N1CCC(CC1)CNC1C(C1)C1=CC=CC=C1)=O)=O N-(2-aminophenyl)-4-(3-oxo-3-(4-(((2-phenylcyclopropyl)amino)methyl)piperidin-1-yl)propyl)benzamide TFA salt